C(C1=CC=CC=C1)C1OC2(CN(C1)C(=O)OCCN(CC#C)CC#C)CCN(CC2)C2=C(N=NC(=C2)Cl)N di-(2-propynyl)ethanolamine benzyl-9-(3-amino-6-chloropyridazin-4-yl)-1-oxa-4,9-diazaspiro[5.5]undecane-4-carboxylate